C(C1=CC=CC=C1)C=1N=C(OC1)CN(C=1C2=C(N=C(N1)C1=NC=CC(=C1)OC)CCC2)C N-[(4-benzyl-1,3-oxazol-2-yl)methyl]-2-(4-methoxypyridin-2-yl)-N-methyl-5H,6H,7H-cyclopenta[d]pyrimidin-4-amine